FC(OC1=CC=CC=2C(N([C@H]3C=4N([C@@H](C21)C3)C3=C(N4)C=CC(=N3)C3=CC(=C(C=C3)P(=O)(C)C)F)C([2H])([2H])[2H])=O)F (7R,14R)-1-(difluoromethoxy)-11-(4-(dimethylphosphoryl)-3-fluorophenyl)-6-(methyl-d3)-6,7-dihydro-7,14-methanobenzo[f]pyrido[3',2':4,5]imidazo[1,2-a][1,4]diazocin-5(14H)-one